4-({8'-bromo-4'H-spiro[cyclopropane-1,5'-naphtho[2,1-d][1,2]oxazol]-3'-yl}({[2-(trimethylsilyl)ethoxy]methyl})sulfamoyl)-3,5-dimethoxy-N-methylbenzamide BrC1=CC=C2C3(CC=4C(=NOC4C2=C1)N(S(=O)(=O)C1=C(C=C(C(=O)NC)C=C1OC)OC)COCC[Si](C)(C)C)CC3